6-cyclohexyl-8-iodobenzo[b]naphtho[1,2-d]furan C1(CCCCC1)C1=CC=2C=CC=CC2C=2C3=C(OC21)C(=CC=C3)I